Tert-butyl (8aS)-6-chloro-4-fluoro-5-(5-methyl-1H-benzotriazol-4-yl)-8a,9,11,12-tetrahydropyrazino[2',1':3,4][1,4]oxazepino[5,6,7-de]quinazoline-10(8H)-carboxylate ClC1=C2C3=C(N=CN=C3C(=C1C1=C(C=CC=3NN=NC31)C)F)N3[C@H](CO2)CN(CC3)C(=O)OC(C)(C)C